((9-oxabicyclo[6.1.0]non-4-yl)oxy)trimethylsilane C12CCC(CCCC2O1)O[Si](C)(C)C